tert-Butyl 2-[4-[3-(2,7-dioxo-4H-1,3-diazepin-3-yl)-1-methyl-indazol-6-yl]-1-piperidyl]acetate O=C1NC(C=CCN1C1=NN(C2=CC(=CC=C12)C1CCN(CC1)CC(=O)OC(C)(C)C)C)=O